1-[(1R)-1-ethyl-1,3-dioxo-isothiazolo[4,5-b]pyridin-6-yl]cyclopropanecarbonitrile C(C)S1(NC(C2=NC=C(C=C21)C2(CC2)C#N)=O)=O